decylpyridine bromide [Br-].C(CCCCCCCCC)C1=NC=CC=C1